ClC=1C(=C(C=CC1)NC=1C(=NN2C1C(NCC2)=O)C2=C1C(=NC=C2)C=C(S1)OC)OC [(3-chloro-2-methoxyphenyl)amino]-2-{2-methoxythieno[3,2-b]pyridin-7-yl}-5H,6H,7H-pyrazolo[1,5-a]pyrazin-4-one